allyl-dimethyl-cetyl-ammonium bromide [Br-].C(C=C)[N+](CCCCCCCCCCCCCCCC)(C)C